NC1=CC(=C(C=C1)N1CCN(CC1)C1C(CN(CC1)C(=O)OC(C)(C)C)(F)F)F tert-butyl 4-[4-(4-amino-2-fluoro-phenyl)piperazin-1-yl]-3,3-difluoro-piperidine-1-carboxylate